OC=1C=C(C=CC1O)S(=O)(=O)O 3-hydroxy-4-hydroxybenzenesulfonic acid